C(N)(=N)N1CCC(=CC1)C1=C(C=C(C(=O)NC2=CC(=C(C=C2)C=2CCN(CC2)C(N)=N)C)C=C1)Cl 4-(1-carbamimidoyl-1,2,3,6-tetrahydro-pyridin-4-yl)-N-[4-(1-carbamimidoyl-1,2,3,6-tetrahydro-pyridin-4-yl)-3-methyl-phenyl]-3-chloro-benzamide